6-(1-(adamantan-1-ylmethyl)-5-methyl-1H-pyrazol-4-yl)-2-oxo-1,2,3,4-tetrahydroquinoline-5-carboxylic acid methyl ester COC(=O)C=1C=2CCC(NC2C=CC1C=1C=NN(C1C)CC12CC3CC(CC(C1)C3)C2)=O